3-(benzo[d]thiazol-5-yl)-7-(1,3-dimethyl-1H-pyrazol-5-yl)thieno[3,2-c]pyridin-4-amine S1C=NC2=C1C=CC(=C2)C2=CSC1=C2C(=NC=C1C1=CC(=NN1C)C)N